C1CCNC(=O)CCC(=O)N(CCCCCNC(=O)CCC(=O)N(CCCCCNC(=O)CCC(=O)N(CC1)O)O)O.[Fe] The molecule is an Fe(III)-complexed hydroxamate siderophore consisting of norcardamine (desferrioxamine E) complexed to iron(III). It has a role as a bacterial metabolite. It contains an iron(3+) and a desferrioxamine E(3-).